C(C)N(CC)CC1=CC=C(C=C1)[C@H](C)NC(CCC1=NC=2C(=NC=CC2)N1CC1=CC(=C(C=C1)F)F)=O N-[(S)-1-(4-Diethylaminomethyl-phenyl)-ethyl]-3-[3-(3,4-difluoro-benzyl)-3H-imidazo[4,5-b]pyridin-2-yl]-propionamide